CS(=O)(=O)C1=CC(=C(CN2C(=C(C=3C2=NC=CC3)CC(=O)O)C)C=C1)C(F)(F)F [1-(4-methanesulfonyl-2-trifluoromethyl-benzyl)-2-methyl-1H-pyrrolo[2,3-b]pyridin-3-yl]-acetic acid